Tert-butyl (R)-1-(((R)-tert-butylsulfinyl) amino)-4-methyl-1,3-dihydrospiro[indene-2,4'-piperidine]-1'-carboxylate C(C)(C)(C)[S@@](=O)N[C@H]1C2=CC=CC(=C2CC12CCN(CC2)C(=O)OC(C)(C)C)C